6-[5-(difluoromethyl)-1,3,4-oxadiazol-2-yl]-2-[(1R,2S)-2-hydroxy-1,2-diphenylethyl]-2,3-dihydro-1H-isoindol-1-one FC(C1=NN=C(O1)C1=CC=C2CN(C(C2=C1)=O)[C@@H]([C@H](C1=CC=CC=C1)O)C1=CC=CC=C1)F